ethyl 2-(2-((7-bromobenzofuran-5-yl)methoxy)-4-(1-hydroxyethyl)phenyl)acetate BrC1=CC(=CC=2C=COC21)COC2=C(C=CC(=C2)C(C)O)CC(=O)OCC